(S)-2-amino-4-((2-(4-chlorophenoxy)benzyl)(2-((4-fluorobenzyl)oxy)benzyl)amino)butanoic acid N[C@H](C(=O)O)CCN(CC1=C(C=CC=C1)OCC1=CC=C(C=C1)F)CC1=C(C=CC=C1)OC1=CC=C(C=C1)Cl